COC1=CC=C(CN(C2=CC(=C(C(=C2C#N)Br)C(F)(F)F)C)CC2=CC=C(C=C2)OC)C=C1 6-(bis(4-methoxybenzyl)amino)-2-bromo-4-methyl-3-(trifluoromethyl)benzonitrile